ethyl-L-alanine hydrochloride Cl.C(C)N[C@@H](C)C(=O)O